[S].[S].[S].[S].[N].[N] dinitrogen tetra-sulfur